CC1=CC=C(S1)C=1OC(C(N1)=CC=1SC(=CC1)C)=O 2-(5-methylthiophen-2-yl)-4-((5-methylthiophen-2-yl)methylene)oxazol-5(4H)-one